(S)-2-(((1S,4R)-3,3-dimethyl-4-(4-(5,6,7,8-tetrahydro-1,8-naphthyridin-2-yl)butoxy)cyclopentyl)(methyl)amino)-2-((S)-4-methylchroman-5-yl)acetic acid CC1(C[C@@H](C[C@H]1OCCCCC1=NC=2NCCCC2C=C1)N([C@H](C(=O)O)C1=C2[C@H](CCOC2=CC=C1)C)C)C